chloro-1'-[(2S)-1-[(1-methyl-2-oxo-1,2,3,4-tetrahydroquinolin-6-yl)oxy]propan-2-yl]-1,2-dihydrospiro[indole-3,4'-piperidin]-2-one ClC1N(CCC2(C1)C(NC1=CC=CC=C12)=O)[C@H](COC=1C=C2CCC(N(C2=CC1)C)=O)C